CN1C=C(C(=CC1=O)C=1C=NN(C1)C)C=1C=NN(C1)C1=C(C(=O)O)C=CC=C1 2-[4-[1-Methyl-4-(1-methyl-1H-pyrazol-4-yl)-6-oxo-1,6-dihydro-pyridin-3-yl]-pyrazol-1-yl]-benzoic acid